5-bromo-7-(4-fluorophenyl)benzofuran-2-yl-methylamine trifluoroacetate salt FC(C(=O)O)(F)F.BrC=1C=C(C2=C(C=C(O2)NC)C1)C1=CC=C(C=C1)F